7a,27-Dihydroxycholesterol O[C@H]1[C@H]2[C@@H]3CC[C@H]([C@@H](CCCC(C)CO)C)[C@]3(CC[C@@H]2[C@]2(CC[C@@H](CC2=C1)O)C)C